ClC1=C(C=CC(=C1)C(F)(F)F)NC(=O)C1(CCC1)N1C=NC(=C1)C#CC1CN(C1)C=1C=C2C(N(C(C2=CC1)=O)C1C(NC(CC1)=O)=O)=O N-(2-chloro-4-(trifluoromethyl)phenyl)-1-(4-((1-(2-(2,6-dioxopiperidin-3-yl)-1,3-dioxoisoindoline-5-yl)azetidin-3-yl)ethynyl)-1H-imidazol-1-yl)cyclobutane-1-carboxamide